(R)-3-(5-methylpyridin-3-yl)-3-(4-(3-(5,6,7,8-tetrahydro-1,8-naphthyridin-2-yl)propyl)thiazol-2-yl)propionic acid CC=1C=C(C=NC1)[C@@H](CC(=O)O)C=1SC=C(N1)CCCC1=NC=2NCCCC2C=C1